CN1C(=C(C=CC1=O)C1=C(C=NC(=C1)C)C(=O)OC)C methyl 1,2,6'-trimethyl-6-oxo-1,6-dihydro-[3,4'-bipyridine]-3'-carboxylate